NC=1C=C(C=CC1)C1=NC(=NC=2NC(C(=NC12)Cl)=O)NC1=CC=C(C=C1)OC (3-aminophenyl)-6-chloro-2-((4-methoxyphenyl)amino)pteridin-7(8H)-one